n-Hexanoyl chloride C(CCCCC)(=O)Cl